sodium 2-methyl-[(1-oxo-2-propenyl) amino]-1-propanesulfonate CC(C(S(=O)(=O)[O-])NC(C=C)=O)C.[Na+]